N1C(=CC=2C=NC=CC21)CNC(=O)[C@H]2N(C[C@](C2)(COC)F)C(CNC(=O)C=2C=CC=1SC3=CC=CC=C3OC1C2)=O (2S,4R)-N-((1H-pyrrolo[3,2-c]pyridin-2-yl)methyl)-4-fluoro-4-(methoxymethyl)-1-((phenoxathiine-3-carbonyl)glycyl)pyrrolidine-2-carboxamide